4'-(4-chlorophenylsulfonyl)biphenyl ClC1=CC=C(C=C1)S(=O)(=O)C1=CC=C(C=C1)C1=CC=CC=C1